BrC1=C(C=C(C=C1)OC(F)(F)F)OC[2H] 1-bromo-2-deuteromethoxy-4-(trifluoromethoxy)benzene